ethyl 4-[[4-[(5-bromoquinazolin-2-yl)amino]-2-methylphenyl] carbamoyl]benzoate BrC1=C2C=NC(=NC2=CC=C1)NC1=CC(=C(C=C1)NC(=O)C1=CC=C(C(=O)OCC)C=C1)C